5-fluoro-3-(trifluoromethyl)benzene-1-carboxamide lithium [Li].FC=1C=C(C=C(C1)C(=O)N)C(F)(F)F